ethyl 4-(6-bromo-5-methoxythieno[3,2-b]pyridin-2-yl)-4-oxobutanoate BrC=1C=C2C(=NC1OC)C=C(S2)C(CCC(=O)OCC)=O